C(C1=CC=CC=C1)N(C12CC(C1)(C2)C=2C=NC(=CC2)OCCCOC(F)(F)F)CC2=CC=CC=C2 N,N-dibenzyl-3-{6-[3-(trifluoromethoxy)propoxy]pyridin-3-yl}bicyclo[1.1.1]pentan-1-amine